1-[1-[3-(methylcarbamoyl)-7-(trifluoromethyl)thieno[3,2-b]pyridin-5-yl]piperidin-4-yl]N-[(2S)-1-(trifluoromethoxy)propan-2-yl]carbamate CNC(=O)C1=CSC=2C1=NC(=CC2C(F)(F)F)N2CCC(CC2)C([C@H](C)NC([O-])=O)OC(F)(F)F